COC1=CC=C(CN)C=C1 (4-methoxy)-benzylamine